C(C)C1=C(C=CC=C1)N1N=C(C=C1NC(=O)C=1C=NN2C1N=CC=C2)C N-(1-(2-ethylphenyl)-3-methyl-1H-pyrazol-5-yl)pyrazolo[1,5-a]pyrimidine-3-carboxamide